ClC1=C(C#N)C=CC(=N1)C1[C@@H]([C@@H]1C)C |r| 2-chloro-6-((1rs,2RS,3SR)-2,3-dimethylcyclopropyl)nicotinonitrile